methyl 2-fluoro-4-iodonicotinate FC1=C(C(=O)OC)C(=CC=N1)I